3-isopentenyl-2,4,6-trihydroxybenzoic acid C(CC(=C)C)C=1C(=C(C(=O)O)C(=CC1O)O)O